C(CC(=O)OCC1=CC=CC=C1)(=O)OCC1=CC=CC=C1 di-benzyl malonate